N[C@@H]1CC[C@H](CC1)OC=1C=CC2=C(\C(\C(C=3C(=NC=NC23)N)(C)C)=N/OCCOC)C1 (6Z)-8-(trans-4-aminocyclohexoxy)-6-(2-methoxyethoxyimino)-5,5-dimethyl-benzo[h]quinazolin-4-amine